ClC=1C(=C(C(=CC1)OCOCC[Si](C)(C)C)/C=C/C(=O)OCC)F (E)-ethyl 3-(3-chloro-2-fluoro-6-((2-(trimethylsilyl)ethoxy)methoxy)phenyl)acrylate